1-((1s,4s)-4-((5-(3-(2,2-difluoroethyl)-2-methyl-3H-imidazo[4,5-b]pyridin-5-yl)-7H-pyrrolo[2,3-d]pyrimidin-2-yl)amino)cyclohexyl)pyrrolidin-2-one FC(CN1C(=NC=2C1=NC(=CC2)C2=CNC=1N=C(N=CC12)NC1CCC(CC1)N1C(CCC1)=O)C)F